phenylphosphorodi-amidate C1(=CC=CC=C1)OP(=O)(N)N